C(C)(C)(C)OC(=O)N1CC(CCC1)CC1=CC=C(C=C1)F 3-(4-Fluorobenzyl)piperidine-1-carboxylic acid tert-butyl ester